3-(4-chlorophenyl)-3H,4H,6H,7H-pyrano[3,4-d]imidazol-4-one ClC1=CC=C(C=C1)N1C=NC2=C1C(OCC2)=O